C(C)C1=C(C=CC=C1)[N+]#[C-] 2-ETHYLPHENYL ISOCYANIDE